n-methyl-5-(4-((2'-oxo-1',4'-dihydro-2'H-spiro[cyclopropane-1,3'-quinolin]-7'-yl)methyl)piperazin-1-yl)pyridine CN1CC=CC(=C1)N1CCN(CC1)CC1=CC=C2CC3(C(NC2=C1)=O)CC3